(S)-(2-hydroxypropyl) carbamate C(N)(OC[C@H](C)O)=O